4-(5-methyl-2-nitrophenyl)-3-oxobutanoic acid methyl ester COC(CC(CC1=C(C=CC(=C1)C)[N+](=O)[O-])=O)=O